C(C)(C)(C)OC(=O)N1OCCC1C1=CN(C(=C1)C#N)C 3-(5-cyano-1-methyl-1H-pyrrol-3-yl)-1,2-oxazolidine-2-carboxylic acid tert-butyl ester